O=C1NC(CCC1C1=CC(=C(C=C1)N1[C@@H]2C[C@@H]([C@H](C1)C2)C=O)F)=O (1s,4r,5s)-2-(4-(2,6-dioxopiperidin-3-yl)-2-fluorophenyl)-2-azabicyclo[2.2.1]heptane-5-carbaldehyde